FC1(CN(CC1)C1=NC=CC=2C3=CC=CC=C3CCC3=NN(C=C3C(NC12)=O)C(C)C)F 6-(3,3-difluoropyrrolidin-1-yl)-12-isopropyl-5,8,12,13-tetraazatetracyclo[15.4.0.02,7.010,14]henicosa-1(21),2(7),3,5,10,13,17,19-octaen-9-one